C(C=C)(=O)O.C(C=C)(=O)O.OC1=CC=C(C=C1)C(C)(C)C1=CC=C(C=C1)O bisphenol-A diacrylate